5-((S)-2,2-dimethyltetrahydro-2H-pyran-4-yl)-N-methyl-1-(1-(5-carbonyl-4,5-dihydro-1,2,4-oxadiazol-3-yl)spiro[2.2]pentan-1-yl)-N-phenyl-1H-indole-2-carboxamide CC1(OCC[C@@H](C1)C=1C=C2C=C(N(C2=CC1)C1(CC12CC2)C2=NOC(N2)=C=O)C(=O)N(C2=CC=CC=C2)C)C